ClC1=C(C=C(C=C1)OC)C(CCC(=O)OCC)C(=O)C1=C(C=CC=C1F)F ethyl 4-(2-chloro-5-methoxyphenyl)-5-(2,6-difluorophenyl)-5-oxopentanoate